C(C)S(=O)(=O)C=1C(=NN2C1C=C(C=C2)C(F)(F)F)C2=NC=1C(=NC=C(C1)C(F)(F)F)N2C 2-[3-ethylsulfonyl-5-(trifluoromethyl)pyrazolo[1,5-a]pyridine-2-yl]-3-methyl-6-(trifluoromethyl)imidazo[4,5-b]pyridine